5-methyl-2-phenyl-1-propyl-1,2-dihydro-3H-pyrazol-3-one CC1=CC(N(N1CCC)C1=CC=CC=C1)=O